3,4-difluoropyrrolidine FC1CNCC1F